CC=1C=CC=2C(C3=CC=C(C=C3SC2C1)C)NC(=O)C=1C(NC(=C(C1)N1CCNCC1)C(F)(F)F)=O N-(3,6-dimethyl-9H-thioxanthen-9-yl)-2-oxo-5-(piperazin-1-yl)-6-(trifluoromethyl)-1,2-dihydropyridine-3-carboxamide